(2S,6R)-2-((benzyloxy)methyl)-6-((tert-butyldimethylsilyl)oxy)-4-toluenesulfonyl-1,4-oxazepane C(C1=CC=CC=C1)OC[C@H]1OC[C@@H](CN(C1)S(=O)(=O)CC1=CC=CC=C1)O[Si](C)(C)C(C)(C)C